C(C)OC(C)NC(CCCCC)=O N-(1-ethoxyethyl)caproamide